O=C1NC(CCC1OC1=CC=C(C=C1)N1CCC(CC1)CN1CCN(CC1)C=1SC2=C(N1)C=C(C(=C2)C(=O)NC=2C(N(C=CC2)C)=O)OC(C)C)=O 2-(4-((1-(4-((2,6-dioxopiperidin-3-yl)oxy)phenyl)piperidin-4-yl)methyl)piperazin-1-yl)-5-isopropoxy-N-(1-methyl-2-oxo-1,2-dihydropyridin-3-yl)benzo[d]thiazole-6-carboxamide